2-(difluoromethoxy)-N-[[5-(2-methoxyphenyl)-1H-1,2,4-triazol-3-yl]methyl]benzamide FC(OC1=C(C(=O)NCC2=NNC(=N2)C2=C(C=CC=C2)OC)C=CC=C1)F